FC1(CC2(C1)C[C@@H](NCC2)C2=CC=C(C=C2)C(C)(C)O)F |r| (RS)-2-(4-(2,2-difluoro-7-azaspiro[3.5]non-6-yl)phenyl)propan-2-ol